2-methoxy-N-methyl-5-(2-(3-(2-phenoxyethyl)ureido)pyrazolo[1,5-A]pyridin-5-yl)nicotinamide COC1=C(C(=O)NC)C=C(C=N1)C1=CC=2N(C=C1)N=C(C2)NC(=O)NCCOC2=CC=CC=C2